(Z)-3-fluoro-4-(2-isopropyl-4-(3-(pyrrolidin-1-ylsulfonyl)phenyl)-1H-benzo[d]imidazol-1-yl)but-2-en-1-amine hydrochloride Cl.F\C(=C/CN)\CN1C(=NC2=C1C=CC=C2C2=CC(=CC=C2)S(=O)(=O)N2CCCC2)C(C)C